1-(5-chloro-1H-pyrazol-4-yl)cyclopropane-1-carboxylic acid ClC1=C(C=NN1)C1(CC1)C(=O)O